FC1(CCN(CC1)C1=C(C=CC(=N1)NC(=O)C1CC1)C(=O)N1C(CN(CC1)C)C1=CC=CC=C1)F N-[6-(4,4-difluoropiperidin-1-yl)-5-(4-methyl-2-phenylpiperazine-1-carbonyl)pyridin-2-yl]cyclopropanecarboxamide